4-[5-(2,6-dibenzyloxy-3-pyridinyl)-2-pyridinyl]piperazine-1-carboxylic acid tert-butyl ester C(C)(C)(C)OC(=O)N1CCN(CC1)C1=NC=C(C=C1)C=1C(=NC(=CC1)OCC1=CC=CC=C1)OCC1=CC=CC=C1